3-(3-((1s,3s)-3-Methyl-1-(4-methyl-4H-1,2,4-triazol-3-yl)cyclobutyl)phenyl)-6-(((1-methylcyclopropyl)amino)methyl)-8-(trifluoromethyl)quinazolin-4(3H)-one CC1CC(C1)(C1=NN=CN1C)C=1C=C(C=CC1)N1C=NC2=C(C=C(C=C2C1=O)CNC1(CC1)C)C(F)(F)F